2-(3'-fluoro-[1,1'-biphenyl]-3-yl)-2-hydroxyacetic acid FC=1C=C(C=CC1)C1=CC(=CC=C1)C(C(=O)O)O